O=C1NC(C(=C(N1)O)[C@@H]1OC[C@H]([C@@H]([C@H]1O)O)O)=O.[Na] sodium 2,6-dioxo-5-[(2S,3R,4S,5R)-3,4,5-trihydroxytetrahydro-2H-pyran-2-yl]-1,2,3,6-tetrahydropyrimidin-4-ol